The molecule is 1-(alk-1-enyl)-sn-glycero-3-phosphoethanolamine zwitterion in which the alk-1-enyl group is specified as octadec-1-enyl. It is a tautomer of a 1-(octadec-1-enyl)-sn-glycero-3-phosphoethanolamine. CCCCCCCCCCCCCCCCC=COC[C@H](COP(=O)([O-])OCC[NH3+])O